4-(4-aminopiperidin-1-yl)-5-(3-fluoro-5-methylphenyl)-3-{5-[(methoxyimino)methyl]-1H-1,3-benzodiazol-2-yl}pyridin-2-amine NC1CCN(CC1)C1=C(C(=NC=C1C1=CC(=CC(=C1)C)F)N)C1=NC2=C(N1)C=CC(=C2)C=NOC